(S)-6-chloro-2-(4-fluoro-3-(trifluoromethyl)phenyl)-5-((2-oxotetrahydrofuran-3-yl)amino)-1H-benzo[d]imidazole-4,7-dione ClC1=C(C(C2=C(NC(=N2)C2=CC(=C(C=C2)F)C(F)(F)F)C1=O)=O)N[C@@H]1C(OCC1)=O